BrC1=CC=C(C=C1)S(=O)(=O)C1CNC1 3-((4-bromophenyl)sulfonyl)azetidin